FC(C(=O)[O-])(C(C(C(C(=O)[O-])(F)F)(F)F)(F)F)F.[PH4+].[PH4+].[PH4+].[PH4+].FC(C(=O)[O-])(C(C(C(C(=O)[O-])(F)F)(F)F)(F)F)F tetraphosphonium perfluoroadipate